((2R,3S,4R,5R)-5-(4-aminopyrrolo[2,1-f][1,2,4]triazin-7-yl)-5-cyano-3,4-dihydroxytetrahydrofuran-2-yl)methyl 3-methylbutanoate CC(CC(=O)OC[C@H]1O[C@@]([C@@H]([C@@H]1O)O)(C#N)C1=CC=C2C(=NC=NN21)N)C